4-{(S)-2-[5-(3-methoxyphenyl)oxazol-2-ylamino]-2-(2-phenylthiazol-4-yl)ethyl}phenylaminosulfonic acid COC=1C=C(C=CC1)C1=CN=C(O1)N[C@@H](CC1=CC=C(C=C1)NS(=O)(=O)O)C=1N=C(SC1)C1=CC=CC=C1